3-(5-(4-(((3-methoxybenzyl)(methyl)amino)methyl)pyridin-2-yl)-1-oxoisoindolin-2-yl)piperidine COC=1C=C(CN(C)CC2=CC(=NC=C2)C=2C=C3CN(C(C3=CC2)=O)C2CNCCC2)C=CC1